CC=1N=C(C2=C(N1)CCC2)NC=2C(=NNC2)C(=O)NC2=CC=C(C=C2)N2CCNCC2 4-((2-methyl-6,7-dihydro-5H-cyclopenta[d]pyrimidin-4-yl)amino)-N-(4-(piperazin-1-yl)phenyl)-1H-pyrazole-3-carboxamide